N-METHYL-N-((1-PHENYL-1H-PYRAZOL-4-YL)METHYL)BENZO[D]OXAZOLE-2-CARBOXAMIDE CN(C(=O)C=1OC2=C(N1)C=CC=C2)CC=2C=NN(C2)C2=CC=CC=C2